2-chloro-9-(3-fluoro-4-(1-methyl-4-(trifluoromethyl)-1H-imidazol-2-yl)benzyl)-7-methyl-7,9-dihydro-8H-purin-8-imine ClC1=NC=C2N(C(N(C2=N1)CC1=CC(=C(C=C1)C=1N(C=C(N1)C(F)(F)F)C)F)=N)C